C(C)(=O)C=1C(NC2=CC=C(C=C2C1)Cl)=O 3-acetyl-6-chloroquinolin-2(1H)-one